rac-(1S,2S)-(2-chloropyridin-3-yl)cyclopropane-1-carboxylic acid ClC1=NC=CC=C1C1(CC1)C(=O)O